NCCOC(C(CC(=O)OCCN)N)=O.NC=1N=C(C=C2C=C(N=CC12)NC(=O)[C@H]1[C@@H](C1)CC#N)C=1C=NC(=CC1C)C=1C=NN(C1)C (1R,2S)-N-(8-amino-6-(4-methyl-6-(1-methyl-1H-pyrazol-4-yl)pyridin-3-yl)-2,7-diAza-naphthalen-3-yl)-2-(cyanomethyl)cyclopropanecarboxamide bis(2-aminoethyl)-2-aminobutanedioate